[N+](=O)([O-])C1=C(C=CC(=C1)C#N)N1C(COCC1)=O 4-(2-nitro-4-cyanophenyl)-morpholine-3-one